Methyl-(S,E)-(1-((1-((6-fluoro-4-neopentyl-1H-benzo[d]imidazol-2-yl)methyl)-2-oxo-1,2-dihydropyridin-3-yl)amino)-1,7-dioxo-7-(pyrrolidin-1-yl)hept-5-en-2-yl)carbamat COC(N[C@H](C(=O)NC=1C(N(C=CC1)CC1=NC2=C(N1)C=C(C=C2CC(C)(C)C)F)=O)CC\C=C\C(N2CCCC2)=O)=O